C(CC)[SiH2]OCC(OC)(OC)OC propyl-trimethoxyethoxysilane